CC1(OC2=CC=CC=C2[C@H](C1)NC(=O)[C@H]1[C@@H](C1)C(N1C(NC(CC1=O)(C)C)=[NH2+])C=1C=NC(=CC1)OC)C [1-[[(1R,2R)-2-[[(4S)-2,2-dimethylchroman-4-yl]carbamoyl]cyclopropyl]-(6-methoxy-3-pyridyl)methyl]-4,4-dimethyl-6-oxo-hexahydropyrimidin-2-ylidene]ammonium